FC=1C=C(C=C(C1)F)C(C)NC=1C=C2C(=NC1)NN=C2C=CC2=NC=CC=C2 N-(1-(3,5-difluorophenyl)ethyl)-3-(2-(pyridin-2-yl)vinyl)-1H-pyrazolo[3,4-b]pyridin-5-amine